3-((9,9-difluoro-5-oxo-1,2,4,5,8,9-hexahydroimidazo[1,2-a]pyrido[3,4-e]pyrimidin-7(6H)-yl)methyl)benzonitrile FC1(CN(CC=2C(NC=3N(C21)CCN3)=O)CC=3C=C(C#N)C=CC3)F